N=1N(N=CC1)C1=C(C=C(C=N1)NC(C1=C(C=C(C=C1)C1=CN=CC2=CC=CC=C12)Cl)=O)C(F)(F)F N-(6-(2H-1,2,3-triazol-2-yl)-5-(trifluoromethyl)pyridin-3-yl)-2-chloro-4-(isoquinolin-4-yl)benzamide